[La].[W].O=C1NC(CCC1N1C(C2=CC=C(C=C2C1)C1=NC=CC(=C1)CN(CC(=O)N(C)C)C)=O)=O 2-(((2-(2-(2,6-dioxopiperidin-3-yl)-1-oxoisoindolin-5-yl)pyridin-4-yl)methyl)(methyl)amino)-N,N-dimethylacetamide tungsten-lanthanum